(1-(((tert-butyldimethylsilyl)oxy)methylcyclopropyl)ethynyl)-2-(prop-1-en-2-yl)pyridin-3-amine [Si](C)(C)(C(C)(C)C)OCC1(CC1)C#CC1=C(C(=NC=C1)C(=C)C)N